3-(4-(4-((1S,3S)-3-(4-chloro-7,7-dimethyl-5-oxo-5,7-dihydroindolo[1,2-a]quinazolin-9-yl)cyclohexyl)piperazin-1-yl)-2,6-difluorophenyl)piperidine-2,6-dione ClC=1C=2C(N=C3N(C2C=CC1)C1=CC=C(C=C1C3(C)C)[C@@H]3C[C@H](CCC3)N3CCN(CC3)C3=CC(=C(C(=C3)F)C3C(NC(CC3)=O)=O)F)=O